N,N'-bis(acryloyl)cystine C(C=C)(=O)N[C@@H](CSSC[C@@H](C(=O)O)NC(C=C)=O)C(=O)O